6-(1-cyclopropyl-1H-pyrazol-4-ylsulfanyl)-2-((1-methyl-1H-pyrazol-3-yl)methyl)phthalazin-1(2H)-one C1(CC1)N1N=CC(=C1)SC=1C=C2C=NN(C(C2=CC1)=O)CC1=NN(C=C1)C